tris(3,5-di-tert-butyl-4-hydroxybenzyl)amine bis(4-tert-butyl-3-hydroxy-2,6-dimethylbenzyl)dithioterephthalate C(C)(C)(C)C1=C(C(=C(COC(C2=CC=C(C(=S)OCC3=C(C(=C(C=C3C)C(C)(C)C)O)C)C=C2)=S)C(=C1)C)C)O.C(C)(C)(C)C=1C=C(CN(CC2=CC(=C(C(=C2)C(C)(C)C)O)C(C)(C)C)CC2=CC(=C(C(=C2)C(C)(C)C)O)C(C)(C)C)C=C(C1O)C(C)(C)C